2-(4-chloro-5,6,7,8-tetrahydrophthalazin-1-yl)-5-methylphenol ClC1=NN=C(C=2CCCCC12)C1=C(C=C(C=C1)C)O